(S,Z)-1-((2'-chloro-5-methoxy-[1,1'-biphenyl]-2-yl)sulfonyl)-4-fluoro-N-(4-(methylsulfonyl)but-3-en-2-yl)piperidine-4-carboxamide ClC1=C(C=CC=C1)C1=C(C=CC(=C1)OC)S(=O)(=O)N1CCC(CC1)(C(=O)N[C@@H](C)\C=C/S(=O)(=O)C)F